2-(2,6-dioxopiperidin-3-yl)-5-fluoro-6-((4-(4-(1-(4-hydroxyphenyl)-2-phenylbut-1-en-1-yl)phenyl)piperazin-1-yl)methyl)isoindoline-1,3-dione O=C1NC(CCC1N1C(C2=CC(=C(C=C2C1=O)F)CN1CCN(CC1)C1=CC=C(C=C1)C(=C(CC)C1=CC=CC=C1)C1=CC=C(C=C1)O)=O)=O